FC(C1CC=C(CC1)OS(=O)(=O)C(F)(F)F)F [4-(difluoromethyl)cyclohexen-1-yl]trifluoromethanesulfonate